CN(C)CC=CC(=O)NC=1C=C2C=NC=NC2=CC1O[C@@H]1COCC1 6-{[4-(N,N-dimethylamino)-1-oxo-2-buten-1-yl]amino}-7-((S)-tetrahydrofuran-3-yloxy)quinazoline